(E)-N-(4-((2',4'-difluoro-4-methoxy-[1,1'-biphenyl]-3-yl)amino)-7-methoxyquinazoline-6-yl)-2-fluoro-4-methyl-4-(4-(oxetan-3-yl)piperazin-1-yl)pent-2-enamide FC1=C(C=CC(=C1)F)C1=CC(=C(C=C1)OC)NC1=NC=NC2=CC(=C(C=C12)NC(/C(=C\C(C)(N1CCN(CC1)C1COC1)C)/F)=O)OC